N1CCNCC1.N1CC(NCC1)C(=O)O piperazine-3-carboxylic acid-piperazine salt